FC(C1=CC=C(C(=N1)OC)[C@@H]1[C@@H](O[C@]([C@H]1C)(C(F)(F)F)C)C(=O)OCC)F |r| ethyl rac-(2R,3R,4S,5R)-3-(6-(difluoromethyl)-2-methoxypyridin-3-yl)-4,5-dimethyl-5-(trifluoromethyl)tetrahydrofuran-2-carboxylate